BrC=1C(=NC(=CC1)F)N1CCN(CC1)[C@H]1CC2(CN(C2)C(=O)OCC)CC1 ethyl (6R)-6-[4-(3-bromo-6-fluoro-2-pyridyl)piperazin-1-yl]-2-azaspiro[3.4]octane-2-carboxylate